4-cyanobenzoic acid C(#N)C1=CC=C(C(=O)O)C=C1